dimethylbis(fluoren-1-yl)silane C[Si](C1=CC=CC=2C3=CC=CC=C3CC12)(C1=CC=CC=2C3=CC=CC=C3CC12)C